FC=1C=C2N=CC(=NC2=CC1)NC[C@@H]1N(C2CC([C@@H]1C)C2)C(=O)C2=NC(=CC=C2N2N=CC=N2)C 6-fluoro-N-{[(3R,4S)-4-methyl-2-[6-methyl-3-(2H-1,2,3-triazol-2-yl)pyridine-2-carbonyl]-2-azabicyclo[3.1.1]hept-3-yl]methyl}quinoxalin-2-amine